O=C1NC(=NC2=CC(=CC=C12)NC(C)=O)CSC1CCOCC1 N-(4-Oxo-2-(((tetrahydro-2H-pyran-4-yl)thio)methyl)-3,4-dihydroquinazolin-7-yl)acetamide